SC(CCOCCC(S)S)S dimercaptopropyl ether